benzyl 4-[3-[[tert-butoxycarbonyl(methyl)amino]methyl]azetidin-1-yl]indoline-1-carboxylate C(C)(C)(C)OC(=O)N(C)CC1CN(C1)C1=C2CCN(C2=CC=C1)C(=O)OCC1=CC=CC=C1